C=1(C(=C(C(=CC1)CCCCCCCCCCCCCCCCCC(=O)N)C)CCCCCCCCCCCCCCCCCC(=O)N)C meta-xylenebisstearamide